1-isopropylpyrazol-4-boronic acid C(C)(C)N1N=CC(=C1)B(O)O